(Z)-N-((4E,8Z)-1,3-dihydroxyoctadeca-4,8-dien-2-yl)tetracos-15-enamide OCC(C(\C=C\CC\C=C/CCCCCCCCC)O)NC(CCCCCCCCCCCCC\C=C/CCCCCCCC)=O